aluminium dihydroxystearate OC(C(=O)[O-])(CCCCCCCCCCCCCCCC)O.[Al+3].OC(C(=O)[O-])(CCCCCCCCCCCCCCCC)O.OC(C(=O)[O-])(CCCCCCCCCCCCCCCC)O